COC(=O)C1=NC(=C(C=C1)C(F)F)O[C@@H](CC=C)C 5-(difluoromethyl)-6-[(1R)-1-methylbut-3-enyloxy]Pyridine-2-carboxylic acid methyl ester